4-methyl-8-(morpholine-4-sulfonyl)-2-(pyridin-4-yl)-1H,2H,3H-pyrrolo[3,4-c]quinoline-1,3-dione CC1=NC=2C=CC(=CC2C2=C1C(N(C2=O)C2=CC=NC=C2)=O)S(=O)(=O)N2CCOCC2